(R)-5-(2-(benzyloxy)-4-chloro-6-(trifluoromethoxy)phenyl)-N-(1-ethylpiperidin-3-yl)oxazolo[4,5-b]pyridin-2-amine C(C1=CC=CC=C1)OC1=C(C(=CC(=C1)Cl)OC(F)(F)F)C1=CC=C2C(=N1)N=C(O2)N[C@H]2CN(CCC2)CC